C(C=C)(=O)O.CN1C=NC=C1 N-methylimidazole acrylic acid salt